N1(CCC1)[C@]1(CN(CCC1)C1=CC(=C(C=C1)S(=O)(=O)NC1=NC=NC=C1)F)CCC1=CC(=CC=C1)C(F)(F)F (R)-4-(3-(azetidin-1-yl)-3-(3-(trifluoromethyl)-phenethyl)piperidin-1-yl)-2-fluoro-N-(pyrimidin-4-yl)benzenesulfonamide